ClC1=C(C=C(C=C1)CN1N=NC(=C1)C1=C(N=C2N1C=CC=C2)C2=CC=C(C=C2)Cl)NC(C)=O N-(2-chloro-5-((4-(2-(4-chlorophenyl)imidazo[1,2-a]pyridin-3-yl)-1H-1,2,3-triazol-1-yl)methyl)phenyl)acetamide